2-hydroxyethylmethylammonium hydroxide [OH-].OCC[NH2+]C